Methyl (R)-1-benzyl-4-(2-fluorophenyl)-6-methyl-4,6-dihydro-1H-azepino[4,3,2-cd]indole-2-carboxylate C(C1=CC=CC=C1)N1[C@H](C=2C=3C(=CC=CC13)N(CC(C2)C2=C(C=CC=C2)F)C)C(=O)OC